methyl-n-octyldi-n-decylammonium sulphate S(=O)(=O)([O-])[O-].C[N+](CCCCCCCCCC)(CCCCCCCCCC)CCCCCCCC.C[N+](CCCCCCCC)(CCCCCCCCCC)CCCCCCCCCC